tert-butyl (6-(4-(aminomethyl)-3-methylisoxazol-5-yl)-2-methylpyridin-3-yl)carbamate NCC=1C(=NOC1C1=CC=C(C(=N1)C)NC(OC(C)(C)C)=O)C